BrC=1C(=CC(=C(C1)C1OCCO1)[N+](=O)[O-])OC1CC1 2-(5-Bromo-4-cyclopropoxy-2-nitrophenyl)-1,3-dioxolane